(R)-N1-(4-(6-Chloro-5-fluoro-3,3-dimethylindol-1-yl)-1,3,5-triazine-2-yl)-4-(3-(dimethylamino)pyrrolidin-1-yl)-6-methoxybenzene-1,3-diamine ClC1=C(C=C2C(CN(C2=C1)C1=NC(=NC=N1)NC1=CC(=C(C=C1OC)N1C[C@@H](CC1)N(C)C)N)(C)C)F